FC1(CCN(CC1)C1=NC(=CC(=N1)C1=NOC(=N1)C1=C(C=C(C=C1)NS(=O)(=O)CCO)N1CCC2(CC2)CC1)C)F N-(4-(3-(2-(4,4-difluoropiperidin-1-yl)-6-methylpyrimidin-4-yl)-1,2,4-oxadiazol-5-yl)-3-(6-azaspiro[2.5]octane-6-yl)phenyl)-2-hydroxyethane-1-sulfonamide